4-((2,5-dimethyl-4,5-dihydro-2H-pyrazolo[4,3-c]quinolin-6-yl)amino)-6-(1-hydroxycyclopropane-1-carboxamido)-N-(methyl-d3)nicotinamide CN1N=C2C(CN(C=3C(=CC=CC23)NC2=CC(=NC=C2C(=O)NC([2H])([2H])[2H])NC(=O)C2(CC2)O)C)=C1